C1(CC1)N1C(C=C(C(=C1)OC1=C(C=CC=C1C)C)C=1C2=C(C(N(C1)C)=O)NC=C2)=O 4-(1-cyclopropyl-5-(2,6-dimethylphenoxy)-2-oxo-1,2-dihydropyridin-4-yl)-6-methyl-1,6-dihydro-7H-pyrrolo[2,3-c]pyridin-7-one